3-chloro-N-(3-sulfamoylphenyl)propanamide C1=CC(=CC(=C1)S(=O)(=O)N)NC(=O)CCCl